ClC=1C=C(CN)C=CC1C(F)(F)F 3-chloro-4-(trifluoromethyl)benzylamine